NC=1C=C(C=CC1)C(C)(C)NC(=O)NC=1C=C2CN(C(C2=CC1)=O)C1C(NC(CC1)=O)=O 1-(2-(3-aminophenyl)propan-2-yl)-3-(2-(2,6-dioxopiperidin-3-yl)-1-oxoisoindolin-5-yl)urea